Cl.FC1=CC=C(C=C1)C=1C=C(C=C2CNCC12)NC[C@@H](CO)O (S)-3-((7-(4-fluorophenyl)isoindolin-5-yl)amino)propane-1,2-diol hydrochloride